1-((2,6-difluoro-4-(4,4,5,5-tetramethyl-1,3,2-dioxaborolan-2-yl)phenyl)methyl)-4-methoxypyrrolo[3,2-c]pyridine FC1=C(C(=CC(=C1)B1OC(C(O1)(C)C)(C)C)F)CN1C=CC=2C(=NC=CC21)OC